5-(dimethylphosphoryl)-2-((3-(7-(((3S,4R)-3-fluoro-1-methylpiperidin-4-yl)amino)-3-(2,2,2-trifluoroethyl)benzo[b]thiophen-2-yl)prop-2-yn-1-yl)amino)benzamide CP(=O)(C)C=1C=CC(=C(C(=O)N)C1)NCC#CC1=C(C2=C(S1)C(=CC=C2)N[C@H]2[C@H](CN(CC2)C)F)CC(F)(F)F